C(C1=CC=CC=C1)OC1=C(C(=NC(=C1)Cl)C)CC=O 2-(4-benzyloxy-6-chloro-2-methyl-3-pyridinyl)acetaldehyde